2,2,2-trifluoro-1-(1-naphthyl)ethanone O-(propylsulfonyl)oxime C(CC)S(=O)(=O)ON=C(C(F)(F)F)C1=CC=CC2=CC=CC=C12